C(CC)(=O)OCC1=CC(=C(C(=C1)C(C)(C)C)O)N1N=C2C(=N1)C=CC=C2 [3-(2H-benzotriazole-2-yl)-4-hydroxy-5-tert-butylphenyl]-methyl propionate